ClC1=CC(=C(C=C1)C1=NC(=NC2=C1N=CN(C2=O)C)N2C[C@@H](OCC2)C=2C=NN(C2)C)F 8-(4-chloro-2-fluorophenyl)-3-methyl-6-[(2S)-2-(1-methylpyrazol-4-yl)morpholin-4-yl]pyrimido[5,4-d]pyrimidin-4-one